6-(3-Cyanopyrrolo[1,2-b]pyridazin-7-yl)-4-(((1R,4R)-4-(3-(difluoromethyl)-1H-pyrazol-1-yl)cyclohexyl)amino)-N-((R)-2-fluoro-3-hydroxy-3-methylbutyl)nicotinamide C(#N)C1=CC=2N(N=C1)C(=CC2)C2=NC=C(C(=O)NC[C@H](C(C)(C)O)F)C(=C2)NC2CCC(CC2)N2N=C(C=C2)C(F)F